(S)-1-(2-(4-(5-(3,5-difluorophenyl)-4,5-dihydro-1H-pyrazole-carbonyl)piperazin-1-yl)-5-fluoropyrimidin-4-yl)-1H-pyrazole-4-carboxamide FC=1C=C(C=C(C1)F)[C@@H]1CC(=NN1)C(=O)N1CCN(CC1)C1=NC=C(C(=N1)N1N=CC(=C1)C(=O)N)F